trans-4-((3-(1-Cyclopropyl-1H-pyrazol-4-yl)phenyl)((trans-4-(4-methoxy-3-methylphenyl)cyclohexyl)methyl)carbamoyl)cyclohexyl (3-(dimethylamino)-propyl)carbamate CN(CCCNC(O[C@@H]1CC[C@H](CC1)C(N(C[C@@H]1CC[C@H](CC1)C1=CC(=C(C=C1)OC)C)C1=CC(=CC=C1)C=1C=NN(C1)C1CC1)=O)=O)C